Octan-2-yl 19-(benzyloxy)-11-oxononadecanoate C(C1=CC=CC=C1)OCCCCCCCCC(CCCCCCCCCC(=O)OC(C)CCCCCC)=O